COC(C1=C(C=C(C=C1)N1CC2(C1)CNC2)F)=O 4-[2,6-diazaspiro[3.3]hept-2-yl]-2-fluorobenzoic acid methyl ester